isopropyl ((3R,6S)-6-(5-(4-(3-benzylureido)-2-(N-(tert-butyl)sulfamoyl)phenyl)thiazol-2-yl)piperidin-3-yl)carbamate C(C1=CC=CC=C1)NC(NC1=CC(=C(C=C1)C1=CN=C(S1)[C@@H]1CC[C@H](CN1)NC(OC(C)C)=O)S(NC(C)(C)C)(=O)=O)=O